N,N-dimethyl-1H-indole-2-carboxamide CN(C(=O)C=1NC2=CC=CC=C2C1)C